N-[(trans)-3-{[2-(2,6-dioxopiperidin-3-yl)-1,3-dioxo-2,3-dihydro-1H-isoindol-4-yl]amino}cyclobutyl]prop-2-ynamide O=C1NC(CCC1N1C(C2=CC=CC(=C2C1=O)N[C@@H]1C[C@H](C1)NC(C#C)=O)=O)=O